2-(2-(2-nonyl)ethoxy)ethyl-tetrahydrothiopyranium chloride [Cl-].CC(CCCCCCC)CCOCC[S+]1CCCC=C1